FC=1C=C2C(=NNC2=CC1OCCOC)C1=CC(=NO1)C1=CC=C(C(=O)N2[C@H](CC2)CO)C=C1 [(2R)-1-(4-{5-[5-Fluoro-6-(2-methoxyethoxy)-1H-indazol-3-yl]-1,2-oxazol-3-yl}benzoyl)azetidin-2-yl]methanol